N-(2-(2-(4-(2-methoxybenzyloxy)phenoxy)ethoxy)ethyl)cyclopentylamine COC1=C(COC2=CC=C(OCCOCCNC3CCCC3)C=C2)C=CC=C1